C(C)N(CCCCCOCC(=O)[O-])CCCOC1=CC=C(C=C1)OC=1C2=C(SC1C(C1=CC(=CC=C1)F)=O)C=C(C=C2)O 2-((5-(ethyl(2-(4-((2-(3-fluorobenzoyl)-6-hydroxybenzo[b]thiophen-3-yl)oxy)phenoxy)ethyl Methyl)amino)pentyl)oxy)acetate